(R)-1-(1-(4-(trifluoromethoxy)benzyl)-1H-benzo[d]imidazol-2-yl)piperidin-3-amine FC(OC1=CC=C(CN2C(=NC3=C2C=CC=C3)N3C[C@@H](CCC3)N)C=C1)(F)F